ClC1=NC2=CC=C(C3=C2N1C(CO3)C=3C=NC=CC3)C=3C(=NOC3C)C 2-chloro-7-(3,5-dimethylisoxazol-4-yl)-4-pyridin-3-yl-4,5-dihydroimidazo[1,5,4-de][1,4]benzoxazine